(2R)-2-(6-{5-chloro-2-[(2-methyl-2H-1,2,3-triazol-4-yl)amino]pyrimidin-4-yl}-1-oxo-2,3-dihydro-1H-isoindol-2-yl)-N-[(1S)-1-[6-(dimethylamino)pyridin-2-yl]-2-hydroxyethyl]propanamide ClC=1C(=NC(=NC1)NC1=NN(N=C1)C)C1=CC=C2CN(C(C2=C1)=O)[C@@H](C(=O)N[C@H](CO)C1=NC(=CC=C1)N(C)C)C